C1=CC=CC=2C3=CC=CC=C3C(C12)COC(=O)N[C@@H](CC1=CC=C(C=C1)O)C(=O)O N-(9-fluorenylmethoxycarbonyl)tyrosine